COC=1C=C(CCC2=C(C(=O)O)C=CC=C2)C=CC1 (3-methoxyphenethyl)benzoic acid